2-(2-(cyclopropanesulfonylamino)pyrimidin-4-yl)-N-(4-(pyridin-3-yl)phenyl)acrylamide C1(CC1)S(=O)(=O)NC1=NC=CC(=N1)C(C(=O)NC1=CC=C(C=C1)C=1C=NC=CC1)=C